7-(2-((4-(3,6-diazabicyclo[3.1.1]heptan-3-yl)-2-ethylphenyl)amino)-5-(trifluoromethyl)pyrimidin-4-yl)-2,3-dihydro-5H-thieno[3,2-e][1,4]oxathiepine 1,1-dioxide C12CN(CC(N1)C2)C2=CC(=C(C=C2)NC2=NC=C(C(=N2)C2=CC=1S(CCOCC1S2)(=O)=O)C(F)(F)F)CC